7-(2-cyclohexyl-2-oxoethyl)-12-phenylisoindolo[2,1-b]isoquinolin-5(7H)-one C1(CCCCC1)C(CC1C2=CC=CC=C2C=2N1C(C1=CC=CC=C1C2C2=CC=CC=C2)=O)=O